diethanol diacrylate C(C=C)(=O)O.C(C=C)(=O)O.C(C)O.C(C)O